1-allyl-4-(tert-butoxy)benzene C(C=C)C1=CC=C(C=C1)OC(C)(C)C